CCCCCC(=O)OC=C vinyl N-caproate